oxa-4,8-diazaspiro[5.5]undecane-7,9-dione O1CCNCC12C(NC(CC2)=O)=O